COCC=1C=C(N(N1)C)C(=O)O 5-(methoxymethyl)-2-methyl-pyrazole-3-carboxylic acid